C1(=CC=CC=C1)N(C1=CC=C(C=C1)C1=CC=C(C=C1)N(C1=CC(=CC=C1)C)C1=CC=CC=C1)C1=CC(=CC=C1)C N,N'-diphenyl-N,N'-di(3-Methylphenyl)-4,4'-diaminobiphenyl